OC=1C=C(C=CC1C(F)(F)F)B(O)O 3-HYDROXY-4-(TRIFLUOROMETHYL)PHENYLBORONIC ACID